2-(4-bromopyridin-2-yl)-5-methyl-oxazole BrC1=CC(=NC=C1)C=1OC(=CN1)C